[Sn].C1CCCO1 butylene oxide tin